FC1=C(C(=CC(=C1)C1=NC(=CN=C1)OCCCC)F)N1CC(CC1)CC(=O)O 2-{1-[2,6-difluoro-4-(6-butoxy-pyrazin-2-yl)phenyl]pyrrolidin-3-yl}acetic acid